(5-Hydroxynaphtho[1,2-b]thiophen-2-yl)(4-(4-methoxyphenyl)piperazin-1-yl)methanone OC1=CC2=C(SC(=C2)C(=O)N2CCN(CC2)C2=CC=C(C=C2)OC)C2=CC=CC=C12